(R)-2'-(difluoromethyl)-5'-methoxy-N-((4-(1-methoxyethyl)benzyl)sulfonyl)-6-methyl-[4,4'-bipyridine]-3-carboxamide FC(C1=NC=C(C(=C1)C1=C(C=NC(=C1)C)C(=O)NS(=O)(=O)CC1=CC=C(C=C1)[C@@H](C)OC)OC)F